1-fluoro-3,5-dimethoxybenzene FC1=CC(=CC(=C1)OC)OC